N-(3-bromo-1-(4-(trifluoromethyl)benzyl)-1H-pyrrolo[2,3-b]pyridin-5-yl)acrylamide BrC1=CN(C2=NC=C(C=C21)NC(C=C)=O)CC2=CC=C(C=C2)C(F)(F)F